(methoxymethyl)pyrazole-3-carboxamide COCC=1C(=NNC1)C(=O)N